3-(6-(2-chloro-4-fluoro-5-methoxyphenyl)-2,4-dioxo-3-(2-((2-(trimethylsilyl)ethoxy)methyl)-2H-pyrazolo[4,3-c]pyridin-7-yl)-3,4-dihydrothieno[3,2-d]pyrimidin-1(2H)-yl)propionitrile ClC1=C(C=C(C(=C1)F)OC)C1=CC=2N(C(N(C(C2S1)=O)C=1C=2C(C=NC1)=CN(N2)COCC[Si](C)(C)C)=O)CCC#N